2-((8-chloro-1-(2,6-dichloro-4-(2-hydroxyethoxy)phenyl)-2-methyl-4-oxo-1,4-dihydro-1,6-naphthyridin-5-yl)oxy)-N-methylacetamide ClC=1C=NC(=C2C(C=C(N(C12)C1=C(C=C(C=C1Cl)OCCO)Cl)C)=O)OCC(=O)NC